C(C=C)(=O)N1[C@H](CN(CC1)C1=NC(=NC2=CC(=C(C=C12)F)C1=CC=CC=2C=CSC21)OC[C@H]2N(CCC2)C)CC#N 2-((S)-1-acryloyl-4-(7-(benzothien-7-yl)-6-fluoro-2-(((S)-1-methylpyrrolidin-2-yl)methoxy)quinazolin-4-yl)piperazin-2-yl)acetonitrile